[Na].C1(=CC=CC=C1)C1=NN=NN1 5-phenyltetrazole sodium salt